FC=1C=C(NC2C(NC(CC2)=O)=O)C=C(C1N1CC2(C1)CN(C2)CC2CCNCC2)F 3-[3,5-difluoro-4-[6-(4-piperidylmethyl)-2,6-diazaspiro[3.3]heptan-2-yl]anilino]piperidine-2,6-dione